C(C)(C)(C)C1=CC=C(C=C1)O p-tert.butyl-phenol